9-amino-1,2,3,4-tetrahydroacridine NC=1C2=CC=CC=C2N=C2CCCCC12